BrC=1C=C(N(C1)CCC)C(=O)C1=CC(=C(C(=C1)OC)OC)OC (4-bromo-1-propyl-1H-pyrrol-2-yl)(3,4,5-trimethoxyphenyl)methanone